L-glutamylamino-D-fructose N[C@@H](CCC(=O)O)C(=O)NC(O)C(=O)[C@@H](O)[C@H](O)[C@H](O)CO